caprohydrazide mono(trifluoroacetic acid) salt FC(C(=O)O)(F)F.C(CCCCC)(=O)NN